O(F)F.[Li] lithium oxy fluoride